N1=C(C=CC2=C1NC1=CC=CC=C21)N 9H-pyrido[2,3-b]indole-2-amine